mercaptopropyl-indole SCCCC=1NC2=CC=CC=C2C1